2-(3-chlorophenyl)-1-phenylethan-1-one ClC=1C=C(C=CC1)CC(=O)C1=CC=CC=C1